S=S thioSulfide